3-methyl-1,2-dihydropyridin-2-one CC=1C(NC=CC1)=O